O[C@H]1C(OC[C@H]1C1=CC=CC=C1)=O (-)-(3R,4R)-3-Hydroxy-4-phenyldihydrofuran-2(3H)-one